N1C(=NC2=C1C=CC=C2)C2=CC(=NN2CC2=CC=C(C=C2)OC)NC(=O)C=2C=NC(=CC2)N2CCN(CC2)CCO N-[5-(1H-benzimidazol-2-yl)-1-[(4-methoxyphenyl)methyl]pyrazol-3-yl]-6-[4-(2-hydroxyethyl)piperazin-1-yl]pyridine-3-carboxamide